2-[2-(1-piperidinyl)propoxy]ethyl-N-methyl-N-isopropyl-amine N1(CCCCC1)C(COCCN(C(C)C)C)C